2-((((6,6,9-trimethyl-3-pentyl-6H-benzo[c]chromen-1-yl)oxy)carbonyl)amino)ethane-1-sulfonic acid CC1(OC2=CC(=CC(=C2C2=C1C=CC(=C2)C)OC(=O)NCCS(=O)(=O)O)CCCCC)C